ethyl 6-(1-methyl-1H-pyrazol-4-yl)pyrazolo[1,5-b]pyridazine-3-carboxylate CN1N=CC(=C1)C=1C=CC=2N(N1)N=CC2C(=O)OCC